ClC=1C(=NC=C(C1)C(F)(F)F)C1=NOC(=N1)C(=O)NCCC1=NC=CC=C1 3-(3-chloro-5-(trifluoromethyl)pyridin-2-yl)-N-(2-(pyridin-2-yl)ethyl)-1,2,4-oxadiazole-5-carboxamide